C(C)(C)(C)C1=CC(=NC=C1)C(=O)NC1=CC(=C(C=C1)C)C1=CC2=C(N=C(N=C2)NC=2C=NN(C2)C)N2C1=NCC2 4-(tert-butyl)-N-(4-methyl-3-(2-((1-methyl-1H-pyrazol-4-yl)amino)-8,9-dihydroimidazo[1',2':1,6]pyrido[2,3-d]pyrimidin-6-yl)phenyl)pyridineamide